trimethylsilyl-(S)-(3-(6-methylnicotinamido)-5-methyl-2-oxohexyl)-(benzyl)sulfamic acid C[Si](C)(C)OS(N(CC1=CC=CC=C1)CC([C@H](CC(C)C)NC(C1=CN=C(C=C1)C)=O)=O)(=O)=O